6-(3'-(((CyclohexylMethyl)amino)Methyl)-[1,1'-Biphenyl]-4-yl)-2-Methyl-1H-benzo[d]Imidazol C1(CCCCC1)CNCC=1C=C(C=CC1)C1=CC=C(C=C1)C=1C=CC2=C(NC(=N2)C)C1